3,3'-[1,4,8-triazacycloundecane-1,8-diylbis(methylene)]bis[N-(1,2-dihydroxyethyl)-2-hydroxy-5-methyl-benzamide] N1(CCNCCCN(CCC1)CC=1C(=C(C(=O)NC(CO)O)C=C(C1)C)O)CC=1C(=C(C(=O)NC(CO)O)C=C(C1)C)O